O=C1NC(CCC1N1C(C2=CC=C(C=C2C1=O)C#CC=1C=NC(=CC1)N1CCC(CC1)=O)=O)=O 2-(2,6-dioxo-3-piperidyl)-5-[2-[6-(4-oxo-1-piperidyl)-3-pyridyl]ethynyl]isoindoline-1,3-dione